(E)-tert-butyl (2-((3-(diethylamino)prop-1-en-1-yl)sulfonyl)ethyl)(methyl)carbamate C(C)N(C/C=C/S(=O)(=O)CCN(C(OC(C)(C)C)=O)C)CC